3-ethenyl-salicylic acid C(=C)C1=C(C(C(=O)O)=CC=C1)O